NCC[C@H]1CN(C[C@H](C1(F)F)C)C1=NC=C(C(=N1)NC1=CC2=C(N(C(N2CCC(C)(C)O)=O)C)C=C1)Cl 5-((2-((3S,5R)-3-(2-aminoethyl)-4,4-difluoro-5-methylpiperidin-1-yl)-5-chloropyrimidin-4-yl)amino)-3-(3-hydroxy-3-methylbutyl)-1-methyl-1H-benzo[d]imidazol-2(3H)-one